N-methoxy-7-(2-methoxy-5-nitrophenoxy)-N-methylheptanamide CON(C(CCCCCCOC1=C(C=CC(=C1)[N+](=O)[O-])OC)=O)C